(2R,3R,4R,5S,6S)-2-(acetoxymethyl)-6-allyl-5-aminotetrahydro-2H-pyran-3,4-diyl diacetate C(C)(=O)O[C@H]1[C@H](O[C@H]([C@@H]([C@H]1OC(C)=O)N)CC=C)COC(C)=O